2-[(2S)-1-azabicyclo[2.2.2]octan-2-yl]-6-(5-methyl-1H-pyrazol-4-yl)-3H-thieno[3,2-d]pyrimidin-4-one N12[C@@H](CC(CC1)CC2)C=2NC(C1=C(N2)C=C(S1)C=1C=NNC1C)=O